benzyl-(4,5,6,7-tetrahydro-1H-indazol-5-ylmethyl)amine C(C1=CC=CC=C1)NCC1CC=2C=NNC2CC1